4-((1-((2,4-dimethylthiazol-5-yl)sulfonyl)-3-(hydroxymethyl)azetidin-3-yl)methoxy)-2-fluorobenzonitrile CC=1SC(=C(N1)C)S(=O)(=O)N1CC(C1)(CO)COC1=CC(=C(C#N)C=C1)F